O=C1N(CCC(N1)=O)C1=CC=C2C=CC(=CC2=C1)C(=O)O 7-(2,4-dioxotetrahydropyrimidin-1(2H)-yl)-2-naphthoic acid